oxygen pyrrolid [N-]1C=CC=C1.[O+2].[N-]1C=CC=C1